trans-3-[(3S)-2-[4-[[6-(cyclopropylmethoxy)pyrrolo[3,2-b]pyridin-1-yl]methyl]cyclohexanecarbonyl]isoxazolidin-3-yl]-5-fluoro-benzonitrile C1(CC1)COC=1C=C2C(=NC1)C=CN2C[C@@H]2CC[C@H](CC2)C(=O)N2OCC[C@H]2C=2C=C(C#N)C=C(C2)F